C(#N)C(CCCCC(C(=O)OCC)(C)C)(CCCCCC(C(=O)OCC)(C)C)S(=O)(=O)C1=CC=C(C)C=C1 diethyl 7-cyano-2,2,13,13-tetramethyl-7-tosyltetradecanedioate